4-(4-amino-1-(1-(5-fluoro-3-(3-fluorophenyl)-4-oxo-4H-chromen-2-yl)ethyl)-1H-pyrazolo[3,4-d]pyrimidin-3-yl)-N-cyclopropylbenzenesulfonamide NC1=C2C(=NC=N1)N(N=C2C2=CC=C(C=C2)S(=O)(=O)NC2CC2)C(C)C=2OC1=CC=CC(=C1C(C2C2=CC(=CC=C2)F)=O)F